CN(C1=CC=CC=C1)C1=CC=C(C=N1)C1CN(C1)C(=O)N1C[C@H](CC1)C1=NN=CN1 [3-[6-(N-methylanilino)-3-pyridinyl]azetidin-1-yl]-[(3S)-3-(4H-1,2,4-triazol-3-yl)pyrrolidin-1-yl]methanone